tert-butyl 4-[4-[difluoro(phenyl)methyl]-2-methoxy-pyrimidin-2-yl]piperazine-1-carboxylate FC(C1=NC(NC=C1)(OC)N1CCN(CC1)C(=O)OC(C)(C)C)(C1=CC=CC=C1)F